S1C(=NCC1)S 2-thiazoline-2-thiol